(3S,4R)-3-acrylamido-4-((6-(2,6-dichloro-3,5-dimethoxyphenyl)pyrido[3,4-d]pyrimidin-2-yl)amino)-N-methylpyrrolidine-1-carboxamide C(C=C)(=O)N[C@H]1CN(C[C@H]1NC=1N=CC2=C(N1)C=NC(=C2)C2=C(C(=CC(=C2Cl)OC)OC)Cl)C(=O)NC